ClC=1C2=C(N=CN1)NC=C2C(=O)OC(C)(C)C tert-butyl 4-chloro-7H-pyrrolo[2,3-d]pyrimidine-5-carboxylate